2-(1-benzyl-1H-indol-3-yl)ethan-1-amine C(C1=CC=CC=C1)N1C=C(C2=CC=CC=C12)CCN